N[C@@H](CCO)C (R)-3-amino-1-butanol